4-(3-methoxypyrrolidin-1-yl)-4-methylpent-2-ynethioic acid S-methyl ester CSC(C#CC(C)(C)N1CC(CC1)OC)=O